((2-butyl-benzo[d]oxazol-6-yl)oxy)-methyl-3-fluoroprop-2-en-1-amine 4-methylbenzene-sulfonate CC1=CC=C(C=C1)S(=O)(=O)O.C(CCC)C=1OC2=C(N1)C=CC(=C2)OC(C=CF)(N)C